CN1C(=NN=C1)C1(CCC1)C=1C=C(C=CC1)N1CC2=C(C=C(C=C2C1=O)C(=O)N)C(F)(F)F 2-(3-(1-(4-methyl-4H-1,2,4-triazol-3-yl)cyclobutyl)phenyl)-3-oxo-7-(trifluoromethyl)-isoindoline-5-carboxamide